C(N)(=O)C(CC(=O)[O-])(CC(=O)[O-])C(=O)[O-] 2-Carbamoylpropan-1,2,3-tricarboxylat